NC1=CC=CC(=N1)S(=O)(=O)NC(=O)C=1C(=NC(=CC1)C=1C=NC(=CC1)OC(C)C)N1CC2=CC=CC=C2C1 N-[(6-Amino-2-pyridyl)sulfonyl]-2-isoindolin-2-yl-6-(6-isopropoxy-3-pyridyl)pyridin-3-carboxamid